N1=CC=C(C=C1)CS(=O)(=O)NC1=C(C(=C(C=C1F)OC1=NC=CC=C1C1=NC(=NC=C1)N[C@@H]1CNC[C@H](C1)F)F)F 1-(4-pyridyl)-N-[2,3,6-trifluoro-4-[[3-[2-[[(3S,5S)-5-fluoro-3-piperidyl]amino]pyrimidin-4-yl]-2-pyridyl]oxy]phenyl]methanesulfonamide